COC1=CC=CC=2N(C(N(C21)CCCC(F)(F)F)=O)C 4-methoxy-1-methyl-3-(4,4,4-trifluorobutyl)-1,3-dihydro-2H-benzo[d]imidazol-2-one